(R)-2-phenyl-1,5-dibromopentane C1(=CC=CC=C1)[C@H](CBr)CCCBr